CC(C)C[O-].[Na+] sodium iso-butoxide